FC1=C(C(=O)NC2=CC(=NN2C=2NC(=CC(N2)=O)C)C)C=CC=C1 2-Fluoro-N-(3-methyl-1-(6-methyl-4-oxo-1,4-dihydropyrimidin-2-yl)-1H-pyrazol-5-yl)benzamide